1-[1-(3-Difluoromethoxy-phenyl)-cyclopropyl]-3-spiro[2.3]hex-5-yl-urea FC(OC=1C=C(C=CC1)C1(CC1)NC(=O)NC1CC2(CC2)C1)F